FC=1C(=NC=CC1)S(=O)(=O)NC=1C=CC=C2CCCNC12 3-fluoro-N-(1,2,3,4-tetra-hydroquinolin-8-yl)-pyridine-2-sulfonamide